N1(N=CC=C1)CC1=CC2=C(C(=NO2)NS(=O)(=O)C2=C(C(=CC=C2)N2CC3(C2)CCNCC3)OC)C3=C1CCO3 N-(4-((1H-Pyrazol-1-yl)methyl)-2,3-dihydrobenzofuro[7,6-d]isoxazol-8-yl)-2-methoxy-3-(2,7-diazaspiro[3.5]nonan-2-yl)benzenesulfonamide